CC=1OCOC1C 4,5-dimethyl-1,3-dioxole